NCCOCCNC(=O)C1=NN(C(=C1)NC(C1=C(C=C(C(=C1)C1=NC=CC=C1)Cl)Cl)=O)C1=CC=CC=C1 N-(2-(2-aminoethoxy)ethyl)-5-(2,4-dichloro-5-(pyridin-2-yl)benzamido)-1-phenyl-1H-pyrazole-3-carboxamide